NN1C=CC(=C1)Br 1-amino-4-bromo-1H-pyrrole